OC1=CC=C(C(/C=C/C2=CC=CC=C2)=O)C=C1 4'-HYDROXYCHALCONE